N-(2-(4-Chlorophenoxy)-6-fluoropyridin-4-yl)-5-(2-(methylsulfonyl)propan-2-yl)benzo[b]thiophen-2-carboxamid ClC1=CC=C(OC2=NC(=CC(=C2)NC(=O)C2=CC3=C(S2)C=CC(=C3)C(C)(C)S(=O)(=O)C)F)C=C1